BrC1=CC(=NC=C1)N1C[C@@H]2N([C@@H](CN(C2)C2=C3C=CC=NC3=C(C=C2)C#N)C)CC1 5-[(4R,9aR)-8-(4-bromo-2-pyridyl)-4-methyl-3,4,6,7,9,9a-hexahydro-1H-pyrazino[1,2-a]pyrazin-2-yl]quinoline-8-carbonitrile